FC(C(C(F)(F)F)OC(=O)N1C[C@H]([C@H](C1)F)NC(=O)C=1C(=NC=C(C1)C1=CC(=C2C(=NC=NN21)N)C(F)(F)F)OC)(F)F 1,1,1,3,3,3-Hexafluoropropan-2-yl-(3R,4S)-3-{5-[4-amino-5-(trifluoromethyl)pyrrolo[2,1-f][1,2,4]triazin-7-yl]-2-methoxypyridin-3-amido}-4-fluoropyrrolidin-1-carboxylat